2-amino-1-methyl-3H-phenol NC1C(C=CCC1)(O)C